CN1N=NC=C1 methyl-1H-1,2,3-triazol